(3R,4S)-4-methyl-7-(piperazin-1-yl)chroman C[C@H]1CCOC2=CC(=CC=C12)N1CCNCC1